1-((2-methoxyethyl)sulfonyl)-6-(6-azaspiro[2.5]octan-6-yl)indoline-5-carboxylic acid COCCS(=O)(=O)N1CCC2=CC(=C(C=C12)N1CCC2(CC2)CC1)C(=O)O